N[C@](C(=O)O)(CC1=CC(=C(C=C1)B(O)O)C(F)(F)F)C (S)-2-amino-3-(4-dihydroxyboryl-3-(trifluoromethyl)phenyl)-2-methylpropanoic acid